4-Amino-7-iodo-2-oxo-1-(1-phenylethyl)-1,2-dihydroquinoline-3-carboxylic acid methyl ester COC(=O)C=1C(N(C2=CC(=CC=C2C1N)I)C(C)C1=CC=CC=C1)=O